C(C)(=O)OCCOC1CC2(C1)CNCC2 (6-azaspiro[3.4]octane-2-yloxy)ethyl acetate